OCCC=1C=C(C(N(N1)CC1=CC=C(C=C1)OC)=O)C(F)(F)F 6-(2-hydroxyethyl)-2-[(4-methoxyphenyl)methyl]-4-(trifluoromethyl)pyridazin-3-one